N-(bicyclo[1.1.1]pentan-1-yl)-2-(2-fluoro-3,4-dihydroxy-5-methoxyphenyl)-1-(3-methyloxetan-3-yl)-1H-benzo[d]imidazole-6-carboxamide C12(CC(C1)C2)NC(=O)C=2C=CC1=C(N(C(=N1)C1=C(C(=C(C(=C1)OC)O)O)F)C1(COC1)C)C2